(3-methyloxetan-3-yl)-[(5S,7S)-7-fluoro-5-phenyl-6,7-dihydro-5H-pyrrolo[1,2-b][1,2,4]triazol-2-yl]methanone CC1(COC1)C(=O)C=1N=C2N(N1)[C@@H](C[C@@H]2F)C2=CC=CC=C2